N1C=NC2=C1C=CC(=C2)C2=NC(=NC=C2Cl)NC=2C=NC=1CCN(CC1C2)C N-(4-(1H-benzo[d]imidazol-5-yl)-5-chloropyrimidin-2-yl)-6-methyl-5,6,7,8-tetrahydro-1,6-naphthyridin-3-amine